2-((8-(3,3-bis(hydroxymethyl)azetidine-1-carbonyl)-2,3-dihydrobenzo[b][1,4]dioxin-5-yl)amino)-4-((cyclopropyl-meth-yl)amino)-7H-pyrrolo[2,3-d]pyrimidine-5-carbonitrile OCC1(CN(C1)C(=O)C1=CC=C(C2=C1OCCO2)NC=2N=C(C1=C(N2)NC=C1C#N)NCC1CC1)CO